FC1(CCC2=C1N=C(N=C2C=2C=CC1=C(CCS1(=O)=N)C2)N2[C@H]([C@@H](C2)O)C)F (2S,3R)-1-[7,7-difluoro-4-(1-imino-1-oxo-2,3-dihydrobenzothiophen-5-yl)-5,6-dihydrocyclopenta[d]pyrimidin-2-yl]-2-methyl-azetidin-3-ol